C(C)(C)(C)OC(=O)N1CCN(CC1)C1=CC(=C(C=C1)C=C(Br)Br)F.C1(CCC1)OCC1=C(C=CC=C1)NC(\C=C\C1=CC=C2C=NNC2=C1)=O (E)-N-(2-(cyclobutoxymethyl)phenyl)-3-(1H-indazol-6-yl)acrylamide tert-butyl-4-(4-(2,2-dibromovinyl)-3-fluorophenyl)piperazin-1-carboxylate